3,5-dichloro-N-(2-(difluoromethyl)-8-methyl-4-oxo-3-(2-(trifluoromethoxy)benzyl)-3,4-dihydroquinazolin-5-yl)-4-hydroxybenzamide ClC=1C=C(C(=O)NC2=C3C(N(C(=NC3=C(C=C2)C)C(F)F)CC2=C(C=CC=C2)OC(F)(F)F)=O)C=C(C1O)Cl